BrC1=CC=CC=2N=CSC21 7-bromobenzo[d]thiazol